7-{2-[(2R,6S)-2,6-dimethylmorpholin-4-yl]pyrimidin-5-yl}-2-(hydroxymethyl)-5,5-dimethyl-4-(methylamino)-5H,6H,7H-pyrrolo[2,3-d]pyrimidin-6-one C[C@@H]1CN(C[C@@H](O1)C)C1=NC=C(C=N1)N1C(C(C2=C1N=C(N=C2NC)CO)(C)C)=O